C[C@@H]1CN(C(=CC1)C1=CC2=CN(N=C2C=C1)C1CCN(CC1)C)C(=O)OC(C)(C)C tert-Butyl (3S)-3-methyl-6-[2-(1-methyl-4-piperidyl) indazol-5-yl]-3,4-dihydro-2H-pyridine-1-carboxylate